2-(1-(2,4,6-tri-tert-butylphenylamino)ethyl)-8-hydroxy-5,6,7,8-tetrahydroquinoline C(C)(C)(C)C1=C(C(=CC(=C1)C(C)(C)C)C(C)(C)C)NC(C)C1=NC=2C(CCCC2C=C1)O